CNC(CCCCCCCCCCC(=O)NCC(=O)O)=O 12-methylamino-12-oxolauramidoacetic acid